C1(CCC1)C1=NN(C(=C1C(F)(F)F)C(=O)O)CC1(CC(C1)(F)F)C 3-cyclobutyl-1-((3,3-difluoro-1-methylcyclobutyl)methyl)-4-(trifluoromethyl)-1H-pyrazole-5-carboxylic acid